N1=CC(=CC=C1)NC(=O)C=1C(=NC=C(C1)C(F)(F)F)OC1=CC=C(C=C1)OC(F)(F)F N-(3-pyridyl)-2-[4-(trifluoromethoxy)phenoxy]-5-(trifluoromethyl)pyridine-3-carboxamide